tert-butyl (2-((5-carbamoyl-4-((triisopropylsilyl)ethynyl)-1H-indol-7-yl)oxy)ethyl)carbamate C(N)(=O)C=1C(=C2C=CNC2=C(C1)OCCNC(OC(C)(C)C)=O)C#C[Si](C(C)C)(C(C)C)C(C)C